4-((5-chloro-4-(1-(6-methoxypyridin-2-yl)-1H-pyrazol-4-yl)pyrimidin-2-yl)amino)-N-methylcyclohexane-1-carboxamide ClC=1C(=NC(=NC1)NC1CCC(CC1)C(=O)NC)C=1C=NN(C1)C1=NC(=CC=C1)OC